C(#N)C=1C=C(C=CC1)C=1N=C(SC1C=1C=C2C(=NC=NC2=CC1)C)NC(=O)N1CCC(CC1)N1CCN(CC1)C N-[4-(3-Cyanophenyl)-5-(4-methylquinazolin-6-yl)thiazol-2-yl]-4-(4-methylpiperazin-1-yl)piperidine-1-carboxamide